C(C)(C)(C)OC(=O)N1CCC(CC1)OC1=NC=C(C=C1)[N+](=O)[O-] 4-((5-nitropyridin-2-yl)oxy)piperidine-1-carboxylic acid tert.Butyl ester